(S)-N-(1-cyanocyclopropyl)-4-methyl-2-(((S)-2,2,2-trifluoro-1-(8-(trifluoromethyl)dibenzo[b,d]furan-3-yl)ethyl)amino)pentanamide C(#N)C1(CC1)NC([C@H](CC(C)C)N[C@H](C(F)(F)F)C=1C=CC2=C(OC3=C2C=C(C=C3)C(F)(F)F)C1)=O